COC=1C=C(C=CC1)C1OC2=CC=CC=C2C(C1)=O 2-(3-methoxyphenyl)chroman-4-one